C1(=CC=CC=C1)N[C@@H](C(C)C)C(=O)O phenylvaline